n-propyl-2-(pyridin-4-yl)-1,7-naphthyridin-4-amine C(CC)C=1C(=NC2=CN=CC=C2C1N)C1=CC=NC=C1